CC(CC(N1CCN(CC1)C1=NC=C(C=N1)C(F)(F)F)=O)OCN1N=CC=C(C1=O)C(F)(F)F [[1-Methyl-3-oxo-3-[4-[5-(trifluoromethyl)pyrimidin-2-yl]piperazin-1-yl]propoxy]methyl]-5-(trifluoromethyl)-1H-pyridazin-6-one